COCCNC(C)(C)C N-(2-methoxyethyl)-2-methylpropane-2-amine